6-(4-(4-(N-benzylsulfonylamino)benzyl)piperazin-1-yl)-N-hydroxyhexanamide C(C1=CC=CC=C1)S(=O)(=O)NC1=CC=C(CN2CCN(CC2)CCCCCC(=O)NO)C=C1